ethyl 2-(2-amino-5-bromo-3-methyl-pyrazin-1-ium-1-yl)acetate NC1=[N+](C=C(N=C1C)Br)CC(=O)OCC